CC1=CC=C(C=C1)C1=CC2=C(C=C1)C1=CC=C(C=C1C21C2=CC=CC=C2OC=2C=CC=CC12)C1=CC=C(C=C1)C 2,7-bis(4-methylphenyl)spiro[fluorene-9,9'-xanthene]